NC1=NC=2C3=C(C(CC2C=N1)(C)C)C(=NN3)C(=O)NC=3SC=C(N3)COC3CCN(CC3)C3CCC(CC3)(F)F 8-amino-N-[4-({[1-(4,4-difluorocyclohexyl)piperidin-4-yl]oxy}methyl)-1,3-thiazol-2-yl]-4,4-dimethyl-4,5-dihydro-1H-pyrazolo[4,3-H]quinazoline-3-carboxamide